[C@@H]1([C@H](O)[C@@H](O)[C@@H](O)[C@H](O1)CO)O[C@@H]([C@@H]([C@H](CO)O)O)[C@H](O)CO 4-O-(β-D-galactopyranosyl)-D-glucitol